CC1=CC=CC=2NC(NC=3N=CC=CC3C12)=O 15-methyl-6,8,10-triazatricyclo[9.4.0.02,7]pentadeca-1(11),2(7),3,5,12,14-hexaen-9-one